1-Ethynyl-2-fluorobenzene C(#C)C1=C(C=CC=C1)F